C(C)OC(=O)[C@@H]1CC2(OCCO2)CCC1=O |r| rac-8-oxo-1,4-dioxaspiro[4.5]decane-7-carboxylic acid ethyl ester